dimyristyl Ketone C(CCCCCCCCCCCCC)C(=O)CCCCCCCCCCCCCC